CC1=C(C=C(C=C1)NC(C[C@@H](C)NC(OC(C)(C)C)=O)=O)C(N[C@H](C)C1=CC=CC2=CC=CC=C12)=O tert-butyl ((R)-4-((4-methyl-3-(((R)-1-(naphthalen-1-yl)ethyl)carbamoyl) phenyl)amino)-4-oxobutan-2-yl)carbamate